OC1=C(C=C(C=C1)C1=CC=CC=C1)C=O 4-Hydroxy-[1,1'-biphenyl]-3-carbaldehyde